ClC=1C=C(C=C(C1OC1=NNC(C2=C1N=CC=C2)=O)Cl)N2N=C(C(NC2=O)=O)C#N 2-(3,5-dichloro-4-((5-oxo-5,6-dihydropyrido[2,3-d]pyridazin-8-yl)oxy)phenyl)-3,5-dioxo-2,3,4,5-tetrahydro-1,2,4-triazine-6-carbonitrile